N,N-dimethyl-4-methoxyphenylacetamide CN(C(CC1=CC=C(C=C1)OC)=O)C